FC1=C(C=CC(=C1F)OC)C1=CN=C2N1C=CN=C2NC=2C=C1CCC(C1=CC2)=O 5-[[3-(2,3-difluoro-4-methoxy-phenyl)imidazo[1,2-a]pyrazin-8-yl]amino]indan-1-one